4-(difluoromethoxy)-3-[2-(5-fluoropyridin-3-yl)ethynyl]-N-[(5S,6S)-6-hydroxyspiro[2.4]heptan-5-yl]benzamide FC(OC1=C(C=C(C(=O)N[C@H]2CC3(CC3)C[C@@H]2O)C=C1)C#CC=1C=NC=C(C1)F)F